2-[2-(trifluoromethyl)pyridin-4-yl]-2,6-diazaspiro[3.5]nonane hydrochloride Cl.FC(C1=NC=CC(=C1)N1CC2(C1)CNCCC2)(F)F